N-(((1S,4aS,4bR,6aR,8R,10aS,10bR,12aS)-8-hydroxy-8,12a-dimethyloctadecahydrochrysen-1-yl)methyl)benzenesulfonamide O[C@]1(C[C@H]2CC[C@H]3[C@@H]4CCC[C@@H]([C@]4(CC[C@@H]3[C@H]2CC1)C)CNS(=O)(=O)C1=CC=CC=C1)C